C1(=CC=C(C=C1)C(C=1C=C(C=CC1)NC(=O)C=1N(N=C(C1)C(F)(F)F)C1=CC(=CC=C1)CN)NCC1CC1)C1=CC=CC=C1 2-(3-Aminomethyl-phenyl)-5-trifluoromethyl-2H-pyrazole-3-carboxylic acid {3-[biphenyl-4-yl-(cyclopropylmethyl-amino)-methyl]-phenyl}-amide